FC=1C=C(C=C(C1OC1=C2C(=NC=C1)N(C=C2C(F)(F)F)COCC[Si](C)(C)C)F)NC(=S)NCC2(CC2)CO N-(3,5-difluoro-4-{[3-(trifluoromethyl)-1-{[2-(trimethylsilyl)ethoxy]methyl}-1H-pyrrolo[2,3-b]pyridin-4-yl]oxy}phenyl)-N'-{[1-(hydroxymethyl)cyclopropyl]methyl}thiourea